methyl (S)-4-amino-3-(((oxetan-2-yl)methyl)amino)benzoate NC1=C(C=C(C(=O)OC)C=C1)NC[C@H]1OCC1